1-(3-(5-(difluoromethyl)-3-(4-(trifluoromethyl)phenyl)-1H-pyrazolo[3,4-b]pyridin-1-yl)azetidin-1-yl)-2-fluoroprop-2-en-1-one FC(C=1C=C2C(=NC1)N(N=C2C2=CC=C(C=C2)C(F)(F)F)C2CN(C2)C(C(=C)F)=O)F